C[C@H]1N(CC(N(C1)C(=O)OC(C)(C)C)C1=CC=C(C=C1)C)C(=O)C1(CC1)C(F)(F)F (5R)-tert-butyl 5-methyl-2-(p-tolyl)-4-(1-(trifluoromethyl)cyclopropanecarbonyl)piperazine-1-carboxylate